3-(5-chloro-2-fluorophenyl)-2-(3-{[(2S)-1-(ethenesulfonyl)pyrrolidin-2-yl]methoxy}pyridin-4-yl)-7-methyl-1H-pyrrolo[3,2-b]pyridine ClC=1C=CC(=C(C1)C1=C(NC=2C1=NC=CC2C)C2=C(C=NC=C2)OC[C@H]2N(CCC2)S(=O)(=O)C=C)F